6-chloro-7-(5,7-dihydro-6H-pyrrolo[3,4-b]pyridin-6-yl)-1-(4-methyl-6-((2-morpholino-ethyl)amino)pyridin-3-yl)-4-oxo-1,4-dihydro-1,8-naphthyridine-3-carboxylic acid ClC=1C=C2C(C(=CN(C2=NC1N1CC2=NC=CC=C2C1)C=1C=NC(=CC1C)NCCN1CCOCC1)C(=O)O)=O